BrCC=1C=C(C(=O)OC)C=CC1B1OC(C(O1)(C)C)(C)C Methyl 3-(bromomethyl)-4-(4,4,5,5-tetramethyl-1,3,2-dioxaborolan-2-yl)benzoate